CC1(NC2=CC=CC(=C2C=C1)N1CCOCC1)C 4-(2,2-dimethyl-1,2-dihydroquinolin-5-yl)morpholine